8-methyl-5-(pyridin-2-yl)quinoline-2-carboxylic acid CC=1C=CC(=C2C=CC(=NC12)C(=O)O)C1=NC=CC=C1